ClC1=CC(=C(C=C1)N1CC2(C=3C=CC(=NC3C1=O)C=1C(=NC=CC1)OCC)CCNCC2)C(F)(F)F 7'-(4-chloro-2-(trifluoromethyl)phenyl)-2'-(2-ethoxypyridin-3-yl)-6',7'-dihydro-8'H-spiro[piperidine-4,5'-[1,7]naphthyridin]-8'-one